Tert-butyl (S)-(1-(6-(4-fluoro-1H-pyrazol-1-yl)pyridin-3-yl)ethyl)(methyl)carbamate FC=1C=NN(C1)C1=CC=C(C=N1)[C@H](C)N(C(OC(C)(C)C)=O)C